ClC=1C=C(N2N=C(N=CC21)N[C@H]2[C@@H](COCC2)O)C2=NC=C(C=C2)[C@H](C(F)(F)F)C (3S,4R)-4-((5-chloro-7-(5-((R)-1,1,1-trifluoropropan-2-yl)pyridin-2-yl)pyrrolo[2,1-f][1,2,4]triazin-2-yl)amino)tetrahydro-2H-pyran-3-ol